ClC1=C2CCCN(C2=CC=N1)C1=NC(N(C2=CC=C(C(=C12)F)F)C([2H])([2H])[2H])=O 4-(5-chloro-3,4-dihydro-2H-1,6-naphthyridin-1-yl)-5,6-difluoro-1-(trideuteriomethyl)quinazolin-2-one